3,5-dichloro-4-hydroxy-N-(4-oxo-3-(2-(pyridin-2-yl)benzyl)-3,4-dihydroquinazolin-5-yl)benzamide ClC=1C=C(C(=O)NC2=C3C(N(C=NC3=CC=C2)CC2=C(C=CC=C2)C2=NC=CC=C2)=O)C=C(C1O)Cl